(S)-2-(2-Hydroxypropan-2-yl)-N'-((2-isopropyl-6,7-dihydro-5H-cyclopenta[b]pyridin-3-yl)carbamoyl)thiazole-5-sulfonimidamide OC(C)(C)C=1SC(=CN1)[S@](=O)(N)=NC(NC=1C=C2C(=NC1C(C)C)CCC2)=O